[Si](C)(C)(C(C)(C)C)O[C@H]1CN(CC1)C(=O)C=1C=C(C=C(C1)C=1C=NN(C1)C)S(=O)(=O)C1=CN=C(S1)CNC(OC(C)(C)C)=O tert-butyl (R)-((5-((3-(3-((tert-butyldimethylsilyl)oxy)pyrrolidine-1-carbonyl)-5-(1-methyl-1H-pyrazol-4-yl)phenyl)sulfonyl)thiazol-2-yl)methyl)carbamate